5-bromo-N-(3-(N-methyl-N-phenylsulfamoyl)phenyl)thiophene-2-carboxamide BrC1=CC=C(S1)C(=O)NC1=CC(=CC=C1)S(N(C1=CC=CC=C1)C)(=O)=O